CC1=CC=C(C(=O)N[C@H]2CC[C@@H](N(C2)C(=O)OC(C)(C)C)C=2OC(=NN2)OCCOC(F)(F)F)C=C1 tert-butyl (2R,5S)-5-(4-methylbenzamido)-2-{5-[2-(trifluoromethoxy)ethoxy]-1,3,4-oxadiazol-2-yl}piperidine-1-carboxylate